BrC1=CC(=C(N=N1)OC)CN1C=NC(=C(C1=O)OC=1C=C(C#N)C=C(C1)Cl)C(F)(F)F 3-((1-((6-bromo-3-methoxypyridazin-4-yl)methyl)-6-oxo-4-(trifluoromethyl)-1,6-dihydropyrimidin-5-yl)oxy)-5-chlorobenzonitrile